CCCCCCCCCCCCC/C=C/[C@H]([C@H](CO)NC(=O)CCCCCCCCCCCCCCC/C=C\\CCCCCCCC)O The molecule is a N-acylsphingosine in which the ceramide N-acyl group is specified as (17Z)-hexacosenoyl. It has a role as a mouse metabolite. It derives from a (17Z)-hexacosenoic acid.